C(C1=CC=CC=C1)C1OC2(CC(C3(OCCO3)CC2)(C)C)CC1O 10-benzyl-6,6-dimethyl-1,4,9-trioxadispiro[4.2.48.25]tetradecan-11-ol